1,1,4,5-pentanetetracarboxylic acid C(CCC(CC(=O)O)C(=O)O)(C(=O)O)C(=O)O